C(=O)C1=CC=C(C=C1)N1N=C(C(=C1)NC(=O)C=1N=C(OC1)C1=CC(=NC=C1)N(C(OC(C)(C)C)=O)CC(F)(F)F)C(=O)N1CCN(CC1)C Tert-Butyl N-[4-[4-[[1-(4-formylphenyl)-3-(4-methylpiperazine-1-carbonyl)pyrazol-4-yl] carbamoyl]oxazol-2-yl]-2-pyridyl]-N-(2,2,2-trifluoroethyl)carbamate